COC(COCCNC(C1=CC(=C(C=C1)NC1=NC=C(C=C1)C(F)(F)F)C=1N=CN(C1)C)=O)OC N-[2-(2,2-dimethoxyethoxy)ethyl]-3-(1-methylimidazol-4-yl)-4-[[5-(trifluoromethyl)-2-pyridyl]amino]benzamide